6-(cyclopropanecarboxamido)-4-((2-methoxy-3-(1-((1R,2S)-2-methoxycyclopentyl)-1H-pyrazol-4-yl)phenyl)amino)nicotinamide C1(CC1)C(=O)NC1=NC=C(C(=O)N)C(=C1)NC1=C(C(=CC=C1)C=1C=NN(C1)[C@H]1[C@H](CCC1)OC)OC